(2-nitrophenyl)-3-carbonyl-propionitrile [N+](=O)([O-])C1=C(C=CC=C1)C(C#N)C=C=O